CC1=CC(=CC=C1)N=NC2=CC=C(C=C2)N(C)C The molecule is a member of the class of azobenzenes that is azobenzene in which one of the phenyl groups is substituted at position 3 by a methyl group, while the other is substituted at position 4 by a dimethylamino group. It is a potent liver carcinogen. It has a role as a carcinogenic agent. It is a member of azobenzenes and a tertiary amino compound.